FC=1C=C(C=CC1)C=1C=C(C=NC1OC1=CC=C(C=C1)C(F)(F)F)C(=O)NCC(=O)OC methyl N-{5-(3-fluorophenyl)-6-[4-(trifluoromethyl)phenoxy]pyridine-3-carbonyl}glycinate